ClC1=C(C=C(C=C1)C1=CN(C2=NC(=CC=C21)C(=O)N2C(CN(CC2)C2=NC(=C(C(=O)OC)C(=C2)C)C)(C)C)C(COC)(C)C)F methyl 6-(4-(3-(4-chloro-3-fluorophenyl)-1-(1-methoxy-2-methylpropan-2-yl)-1H-pyrrolo[2,3-b]pyridine-6-carbonyl)-3,3-dimethylpiperazin-1-yl)-2,4-dimethylnicotinate